1-((2-(Trimethylsilyl)ethoxy)methyl)-1H-pyrazol C[Si](CCOCN1N=CC=C1)(C)C